Ethyl (Z)-(3-(4-(((tert-butyldimethylsilyl)oxy)methyl)-2-chlorophenyl)thiazol-2(3H)-ylidene)carbamate [Si](C)(C)(C(C)(C)C)OCC1=CC(=C(C=C1)N1/C(/SC=C1)=N/C(OCC)=O)Cl